2-(6-bromopyridin-2-yl)-2-hydroxy-N,N-bis(4-methoxybenzyl)ethane-1-sulfonamide BrC1=CC=CC(=N1)C(CS(=O)(=O)N(CC1=CC=C(C=C1)OC)CC1=CC=C(C=C1)OC)O